CC=1C=C2C(=CC(=NC2=CC1)C(F)(F)F)N[C@@H]1C[C@@H](CCC1)NC(C1=CC=C(C=C1)N1CCCC1)=O N-[(1R,3S)-3-{[6-methyl-2-(trifluoromethyl)quinolin-4-yl]amino}cyclohexyl]-4-(pyrrolidin-1-yl)benzamide